(3aR,5s,6aS)-5-((6-(5-fluoro-2-methylphenyl)-5-(trifluoromethyl)pyridazin-3-yl)oxy)-2-((tetrahydro-2H-pyran-4-yl)methyl)octahydro-cyclopenta[c]pyrrole-5-d FC=1C=CC(=C(C1)C1=C(C=C(N=N1)OC1(C[C@@H]2[C@@H](CN(C2)CC2CCOCC2)C1)[2H])C(F)(F)F)C